((3ar,5r,6ar)-6-(benzyloxy)-2,2-dimethyl-5-vinyltetrahydrofurano[2,3-d][1,3]dioxol-6-yl)methanol C(C1=CC=CC=C1)OC1([C@H](O[C@@H]2OC(O[C@@H]21)(C)C)C=C)CO